(phenylcarbamoyl)pyrrolidine-1-carboxamidine C1(=CC=CC=C1)NC(=O)C1N(CCC1)C(=N)N